ClC1=CC(=C2C(=N1)C(=CS2)C=O)N(C(OC(C)(C)C)=O)CC=2SC=CC2 tert-butyl (5-chloro-3-formylthieno[3,2-b]pyridin-7-yl)(thiophen-2-ylmethyl)carbamate